4-(3-ethyl-4-methyl-5-oxo-4,5-dihydro-1H-1,2,4-triazol-1-yl)-2-[(3-ethylpent-2-yl)oxy]-5-fluoro-N-(pent-3-yl)benzamide C(C)C1=NN(C(N1C)=O)C1=CC(=C(C(=O)NC(CC)CC)C=C1F)OC(C)C(CC)CC